methyl 2-[[4-[3-[(4-cyano-2-fluoro-phenyl) methoxy]-4-fluoro-phenyl]-2-fluoro-phenyl] methyl]-3H-benzimidazole-5-carboxylate C(#N)C1=CC(=C(C=C1)COC=1C=C(C=CC1F)C1=CC(=C(C=C1)CC=1NC2=C(N1)C=CC(=C2)C(=O)OC)F)F